3,3-difluorocyclobutylamine FC1(CC(C1)N)F